1-(TERT-BUTYLDIMETHYLSILYL)-1H-INDOL-6-YLBORONIC ACID [Si](C)(C)(C(C)(C)C)N1C=CC2=CC=C(C=C12)B(O)O